C(C=C)(=O)OCCCCCOC(CCP(=O)(O)O)=O acryloxypentyl-3-phosphonopropionate